The molecule is a tetrapeptide composed of L-glutamic acid, L-lysine, L-tryptophan and L-alanine joined in sequence by peptide linkages. It has a role as a metabolite. It derives from a L-glutamic acid, a L-lysine, a L-tryptophan and a L-alanine. C[C@@H](C(=O)O)NC(=O)[C@H](CC1=CNC2=CC=CC=C21)NC(=O)[C@H](CCCCN)NC(=O)[C@H](CCC(=O)O)N